N[C@H]1CN(CCC1)C1=NC=C(C=N1)C=1C=CC=2N=CN=C(C2N1)NC1=C(C=C(C=C1)F)OC(C)C (R)-6-(2-(3-aminopiperidin-1-yl)pyrimidin-5-yl)-N-(4-fluoro-2-isopropoxyphenyl)pyrido[3,2-d]pyrimidin-4-amine